CC1=COC(O1)=O 5-methyl-1,3-dioxol-2-one